tetrahydro-5H-[1,3]thiazolo[3,2-a]pyridine S1CCN2C1=CCCC2